3-{4-[4-(3,4-dichlorophenyl)piperazine-1-sulfonyl]phenyl}-1-(pyridin-3-ylmethyl)urea ClC=1C=C(C=CC1Cl)N1CCN(CC1)S(=O)(=O)C1=CC=C(C=C1)NC(NCC=1C=NC=CC1)=O